1-{4-[5-(3-Chloro-4-isobutyl-phenyl)-[1,2,4]oxadiazol-3-yl]-benzyl}-4-(4-methoxy-benzyl)-piperidine-4-carboxylic acid ClC=1C=C(C=CC1CC(C)C)C1=NC(=NO1)C1=CC=C(CN2CCC(CC2)(C(=O)O)CC2=CC=C(C=C2)OC)C=C1